(R)-9-oxo-8-(5-((1R,2S)-2-(trifluoromethyl)cyclohexyl)thiazol-2-yl)octahydro-2H-pyrazino[1,2-a]pyrazine-2-carbonitrile O=C1N(CCN2[C@@H]1CN(CC2)C#N)C=2SC(=CN2)[C@H]2[C@H](CCCC2)C(F)(F)F